7-{3-[(3-methoxypyridin-2-yl)carbamoyl]azetidin-1-yl}-5-methyl-4-oxo-1-(1,2,4-thiadiazol-5-yl)-1,4-dihydro-1,8-naphthyridine-3-carboxylic acid COC=1C(=NC=CC1)NC(=O)C1CN(C1)C1=CC(=C2C(C(=CN(C2=N1)C1=NC=NS1)C(=O)O)=O)C